NC1(COC1)CNC1=NC(=NC2=CC=C(C=C12)C)N1C2=C(N(C3=C(C1)C=CC=C3)C)C=CC=C2 N-((3-aminooxetan-3-yl)methyl)-6-methyl-2-(5-methyl-5,11-dihydro-10H-dibenzo[b,e][1,4]diazepine-10-Yl)quinazolin-4-amine